2-((((9H-fluoren-9-yl)methoxy)carbonyl)amino)-3-(2-fluoro-5-methoxyphenyl)propanoic acid C1=CC=CC=2C3=CC=CC=C3C(C12)COC(=O)NC(C(=O)O)CC1=C(C=CC(=C1)OC)F